O1C=C(C2=C1C=CC=C2)C(=O)C2(CCC1OC3(C(N12)=O)CCNCC3)C3=CC(=CC(=C3)F)F benzofuran-3-carbonyl-5'-(3,5-difluorophenyl)tetrahydro-3'H-spiro[piperidine-4,2'-pyrrolo[2,1-b]oxazol]-3'-one